beta-ethyl alcohol CCO